FC(OC1=C(C=C(C=C1)F)NN)F (2-(Difluoromethoxy)-5-fluorophenyl)hydrazine